ClC1=C(C(=CC=C1Cl)O)C1CC(N(C1)CCCNO)=S 4-(2,3-dichloro-6-hydroxyphenyl)-1-(3-(hydroxyamino)propyl)pyrrolidine-2-thione